4-(3-aminoazepan-1-yl)-2-cyclopentylphthalazin NC1CN(CCCC1)C1=NN(CC2=CC=CC=C12)C1CCCC1